COCCNC(=O)C1=NC(=CC=C1)C=1C=C2C(=CC=NC2=CC1)NC(C=C)=O N-(2-methoxyethyl)-6-[4-(prop-2-enamido)quinolin-6-yl]pyridine-2-carboxamide